(+)-3,9-dibromocamphor CC12CCC(C1(C)CBr)C(C2=O)Br